(3-Chloro-4-fluorophenyl)-1-((5-isopropyl-4-methyl-4H-1,2,4-triazol-3-yl)methyl)-1-(4-methoxyphenyl)urea ClC=1C=C(C=CC1F)NC(N(C1=CC=C(C=C1)OC)CC1=NN=C(N1C)C(C)C)=O